Cl.C(C)C(CC(NC)NC)N=C=N 1-ethyl-3,3-dimethylaminopropyl-carbodiimide hydrochloride